3,5-Dinitrobenzoic acid sodium salt [Na+].[N+](=O)([O-])C=1C=C(C(=O)[O-])C=C(C1)[N+](=O)[O-]